CC1=CC=C(C=C1)S(=O)(=O)OCC1CCN(CC1)C1=C(C=C(C=C1)N1C(NC(CC1)=O)=O)F (1-(4-(2,4-dioxotetrahydropyrimidin-1(2H)-yl)-2-fluorophenyl)piperidin-4-yl)methyl 4-methylbenzenesulfonate